OC[C@@]1(OC2=C(C1)C=C(C(=C2)N2[C@@H]1CN([C@H](C2)C1)CC(F)(F)F)NC(=O)C=1C=NN2C1N=CC=C2)C N-[(2R)-2-(hydroxymethyl)-2-methyl-6-[(1S,4S)-5-(2,2,2-trifluoroethyl)-2,5-diazabicyclo[2.2.1]heptan-2-yl]-3H-benzofuran-5-yl]pyrazolo[1,5-a]pyrimidine-3-carboxamide